BrC1=CC(=C(S1)C=O)OCC(CCCC)CC 5-bromo-3-(2-ethyl-hexyloxy)thiophenecarboxaldehyde